holmium(III) trifluoromethanesulfonate FC(S(=O)(=O)[O-])(F)F.[Ho+3].FC(S(=O)(=O)[O-])(F)F.FC(S(=O)(=O)[O-])(F)F